C(C)OC=1C=C(C=CC1C=1NC(C2=C(N1)NN=N2)=O)C2=CC(=CC=C2)C=CC(=O)O 3-(3'-ethoxy-4'-(7-oxo-6,7-dihydro-3H-[1,2,3]triazolo[4,5-d]pyrimidin-5-yl)-[1,1'-biphenyl]-3-yl)acrylic acid